7-tert-butyl 1-ethyl 2-(4-cyclopropoxyphenyl)-6-(morpholin-4-ylmethyl)-3-oxo-5H,6H,8H-imidazo[1,5-a]pyrazine-1,7-dicarboxylate C1(CC1)OC1=CC=C(C=C1)N1C(N2C(CN(C(C2)CN2CCOCC2)C(=O)OC(C)(C)C)=C1C(=O)OCC)=O